FC1=CC=C(C=C1)C(N1C[C@@H](N(C[C@H]1C)C=1C=2N=C(N(C2N2C(N1)=NN=C2)CCN(C(OC(C)(C)C)=O)C)[2H])C)C2=CC=C(C=C2)F tert-Butyl (2-(4-((2S,5R)-4-(bis(4-fluorophenyl)methyl)-2,5-dimethylpiperazin-1-yl)-1H-[1,2,4]triazolo[3,4-b]purin-1-yl-2-d)ethyl)(methyl)carbamate